D-homoserin N[C@H](CCO)C(=O)O